C(C)(C)(C)OC(=O)N1CC(N(C(C1)C)CC(=O)OC)C 4-(2-methoxy-2-oxo-ethyl)-3,5-dimethyl-piperazine-1-carboxylic acid tert-butyl ester